FC=1C=C(C(=O)C=2C(=C(N(C2)S(=O)(=O)C2=CC=C(C=C2)C)C(=O)OCC)C)C=CC1C(F)(F)F ethyl 4-(3-fluoro-4-(trifluoromethyl)benzoyl)-3-methyl-1-(4-methylbenzene-1-sulfonyl)-1H-pyrrole-2-carboxylate